FC1(CCN(CC1)C1=NC(=CC(=N1)C1=NN=C(O1)C1=C(C=C(C=C1)NS(=O)(=O)CCO)N1CCC2(CC2)CC1)C)F N-(4-(5-(2-(4,4-difluoropiperidin-1-yl)-6-methylpyrimidin-4-yl)-1,3,4-oxadiazole-2-yl)-3-(6-azaspiro[2.5]oct-6-yl)phenyl)-2-hydroxyethane-1-sulfonamide